O=C1NC(CCC1C=1C=CC2=C(N(C(=N2)CN2CCN(CC2)C(=O)OC(C)(C)C)C)C1)=O tert-butyl 4-((6-(2,6-dioxopiperidin-3-yl)-1-methyl-1H-benzo[d]imidazol-2-yl)methyl)piperazine-1-carboxylate